2-(2-(cyclopropanesulfonamido)thiazol-4-yl)-2-methyl-N-(4-(5-(methylsulfonyl)pyridin-3-yl)phenyl)propanamide C1(CC1)S(=O)(=O)NC=1SC=C(N1)C(C(=O)NC1=CC=C(C=C1)C=1C=NC=C(C1)S(=O)(=O)C)(C)C